(R)-2,3-dihydroxypropyl carbonate C(OC[C@@H](CO)O)([O-])=O